C(C)OC(=O)C=1C=NN(C1)CC=1C(=NC(=CC1)N1CC2C(C2C1)(F)F)COC 1-[(6-{6,6-Difluoro-3-azabicyclo[3.1.0]hex-3-yl}-2-(methoxymethyl)pyridin-3-yl)methyl]-1H-pyrazole-4-carboxylic acid ethyl ester